(R)-N-(1-(6,7-difluoro-1-oxo-1,2-dihydroisoquinolin-4-yl)ethyl)-N-methyl-1H-pyrrolo[2,3-b]pyridine-2-carboxamide FC=1C=C2C(=CNC(C2=CC1F)=O)[C@@H](C)N(C(=O)C1=CC=2C(=NC=CC2)N1)C